N1=C(C=CC2=CC=CC=C12)[C@H](C)N (S)-1-(quinolin-2-yl)ethylamine